1,2,3,6-TETRAHYDRO-3,6-DIOXOPYRIDAZINE O=C1NNC(C=C1)=O